CN1C(C(=C(C2=CC=CC=C12)N1CCC(CCC1)C1=CC=C(C=C1)C(C)C)C#N)=O 1-methyl-2-oxo-4-{4-[4-(propan-2-yl)phenyl]azepan-1-yl}-1,2-dihydroquinoline-3-carbonitrile